FC(OC1=CC=C(C=C1)N1N=C(C(=C1OC)C(=O)O)C)F 1-(4-(difluoromethoxy)phenyl)-5-methoxy-3-methyl-1H-pyrazole-4-carboxylic acid